(((hydroxy)benzylamino)(4-fluorophenyl)methyl)diphenylphosphine oxide ON(CC1=CC=CC=C1)C(C1=CC=C(C=C1)F)P(C1=CC=CC=C1)(C1=CC=CC=C1)=O